C1(CC1)C(=O)NC1=CC(=C(N=N1)C(=O)NC([2H])([2H])[2H])NC1=C(C(=CC=C1)C1=NOC(=N1)CC)OC 6-cyclopropaneamido-4-{[3-(5-ethyl-1,2,4-oxadiazol-3-yl)-2-methoxyphenyl]amino}-N-(2H3)methylpyridazine-3-carboxamide